C1(CCC1)C(=O)NC1=CC=C(C(=O)NC2=CC(=CC=C2)C#CC2=NC=CC=C2)C=C1 4-(CYCLOBUTANECARBOXAMIDO)-N-(3-(PYRIDIN-2-YLETHYNYL)PHENYL)BENZAMIDE